ClC1=C(C=CC=C1OCCCNC(CO)CO)C=1C=C(NN2SC3=C(C2)C=CC=C3)C=CC1 N-(3-(2-chloro-3-(3-(dimethylolmethylamino)propoxy)phenyl)anilino)benzisothiazol